[O-]S(=O)(=O)C(F)(F)F.C(CCCCCCC)[NH+]1C(CCC1)CCCC 1-Octyl-2-butylpyrrolidinium triflat